4-((3-(4-Nitro-3-(trifluoromethyl)phenyl)-2-(trifluoromethyl)oxazolidin-5-yl)methoxy)benzonitril [N+](=O)([O-])C1=C(C=C(C=C1)N1C(OC(C1)COC1=CC=C(C#N)C=C1)C(F)(F)F)C(F)(F)F